((1s,4s)-4-amino-1-isopropylcyclopent-2-en-1-yl)(3-(trifluoromethyl)-7,8-dihydro-1,6-naphthyridin-6(5H)-yl)methanone N[C@@H]1C=C[C@](C1)(C(C)C)C(=O)N1CC=2C=C(C=NC2CC1)C(F)(F)F